(3-endo)-3-(2-cyano-2,2-diphenylethyl)-8,8-dimethyl-8-azoniabicyclo[3.2.1]octane bromide C[N+]1([C@@H]2CC[C@@H]1CC(C2)CC(C#N)(C3=CC=CC=C3)C4=CC=CC=C4)C